(R)-2-(5-amino-2-(furan-2-yl)-7H-pyrazolo[4,3-e][1,2,4]triazolo[1,5-c]pyrimidin-7-yl)-N-((3-hydroxyoxetan-3-yl)methyl)-2-phenylpropanamide NC1=NC2=C(C=3N1N=C(N3)C=3OC=CC3)C=NN2[C@](C(=O)NCC2(COC2)O)(C)C2=CC=CC=C2